8-E-2-methoxyphenol COC1=C(C=CC=C1)O